CC1=C(COC=2C3=CC=CC=C3C(=C3C=CC=CC23)OCC2=C(C=CC=C2)C)C=CC=C1 9,10-bis(2-methylbenzyloxy)anthracene